3,15-dioxa-6,9,12-trithiaheptadec-1,16-diene C=COCCSCCSCCSCCOC=C